tert-butyl(3,3-difluoropropyl)carbamate C(C)(C)(C)OC(NCCC(F)F)=O